FC(C1=C(C=CC=C1)C(=O)C(=O)C1=C(C=CC=C1)C(F)(F)F)(F)F 2,2'-bis(trifluoromethyl)benzil